ClC1=C(C=C(C=C1)OC)C1=CC=C2C(CCOC2=C1)NC(O[C@@H]1CN2CCC1CC2)=O (S)-quinuclidin-3-yl (7-(2-chloro-5-methoxyphenyl)chroman-4-yl)carbamate